7-Fluoro-5-((6-(2-(5-methoxyisoindolin-2-yl)pyrimidin-4-yl)pyridin-2-yl)ethynyl)-1H-indazole FC=1C=C(C=C2C=NNC12)C#CC1=NC(=CC=C1)C1=NC(=NC=C1)N1CC2=CC=C(C=C2C1)OC